tert-Butyl (3-(2-chloro-5-((1R,3R)-2,2-dichloro-3-(3,5-dichlorophenyl)cyclopropane-1-carboxamido)-3-fluorobenzamido)-2,6-difluorophenyl)carbamate ClC1=C(C(=O)NC=2C(=C(C(=CC2)F)NC(OC(C)(C)C)=O)F)C=C(C=C1F)NC(=O)[C@@H]1C([C@H]1C1=CC(=CC(=C1)Cl)Cl)(Cl)Cl